BrC=1C=CC(=NC1)C1(COC1)C(=O)NC=1C=NC(=CC1)Cl 3-(5-bromopyridin-2-yl)-N-(6-chloropyridin-3-yl)oxetan-3-carboxamide